(2-propynylamino)[p-(tert-butyl)phenyl]formaldehyde C(C#C)NC(=O)C1=CC=C(C=C1)C(C)(C)C